CN(C(O)=O)C=1C(=NC(=NC1N)C1=NN(C2=NC=C(C=C21)F)CC2=C(C=CC=C2)F)N.SC(COC2=CC=C(C=C2)C2(C1=CC=CC=C1C=1C=CC=CC21)C2=CC=C(C=C2)OCC(COC(C=C)=O)S)COC(C=C)=O 9,9-bis[4-(2-mercapto-3-acryloyloxypropoxy)phenyl]fluorene methyl-(4,6-diamino-2-(5-fluoro-1-(2-fluorobenzyl)-1H-pyrazolo[3,4-b]pyridin-3-yl)pyrimidin-5-yl)carbamate